C(OC(CCO[Si](C)(C)C(C)(C)C)CCCOCC1=CC=CC=C1)(OC1=CC=C(C=C1)[N+](=O)[O-])=O 6-(benzyloxy)-1-((tert-butyldimethylsilyl)oxy)hexan-3-yl (4-nitrophenyl) carbonate